F[C@@H]1CN(CC[C@@H]1NC1=NN2C(C(=N1)OC)=C(C(=C2)F)C=2C=CC1=C(N(N=N1)CC(F)(F)F)C2)C(C([2H])([2H])[2H])=O 1-((3R,4S)-3-fluoro-4-((6-fluoro-4-methoxy-5-(1-(2,2,2-trifluoroethyl)-1H-benzo[d][1,2,3]triazol-6-yl)pyrrolo[2,1-f][1,2,4]triazin-2-yl)amino)piperidin-1-yl)ethan-1-one-2,2,2-d3